BrC1=C(CCC2=CC=CC=C12)C=O 1-Bromo-3,4-dihydronaphthalene-2-carbaldehyde